tert-butyl N-[[4-(6-bromopyrrolo[2,1-f][1,2,4]triazin-4-yl)-2-fluoro-phenyl]methyl]carbamate BrC=1C=C2C(=NC=NN2C1)C1=CC(=C(C=C1)CNC(OC(C)(C)C)=O)F